(3R,4R)-1-(1-((4,5-Dimethyl-4H-1,2,4-triazol-3-yl)methyl)-5,6-difluoro-1H-benzo[d]imidazol-2-yl)-4-fluoropiperidin-3-amin CN1C(=NN=C1C)CN1C(=NC2=C1C=C(C(=C2)F)F)N2C[C@H]([C@@H](CC2)F)N